CC1(OB(OC1(C)C)C1=C(C=2CCCC2C=C1)N)C 5-(4,4,5,5-tetramethyl-1,3,2-dioxaborolan-2-yl)-2,3-dihydro-1H-inden-4-amine